N-[4-(cyclopropylcarbamoyl)phenyl]sulfonyl-2-methoxybenzamide C1(CC1)NC(=O)C1=CC=C(C=C1)S(=O)(=O)NC(C1=C(C=CC=C1)OC)=O